5,5-Dimethyltetrahydro-2H-pyran-2-one CC1(CCC(OC1)=O)C